tert-butyl (3-(1,1-difluoro-2-methylpropyl)bicyclo[1.1.1]pentan-1-yl)carbamate FC(C(C)C)(F)C12CC(C1)(C2)NC(OC(C)(C)C)=O